7-Chloro-3-iodo-1-methyl-1,6-naphthyridin-2(1H)-one ClC1=NC=C2C=C(C(N(C2=C1)C)=O)I